2-(5-chloro-2-fluorobenzamido)-4-(4-chlorophenyl)thiophene-3-carboxylic acid ClC=1C=CC(=C(C(=O)NC=2SC=C(C2C(=O)O)C2=CC=C(C=C2)Cl)C1)F